O=CC(=O)[C@@H](O)[C@H](O)CO 2-xyl-osulose